FC=1C(=C(C=CC1)[C@H]1C2=C(CN(C1)C(\C=C\CNC)=O)SC(=C2)C#N)C=2C(=NN(C2)C)C(F)(F)F (S,E)-4-(3-Fluoro-2-(1-methyl-3-(trifluoromethyl)-1H-pyrazol-4-yl)phenyl)-6-(4-(methylamino)but-2-enoyl)-4,5,6,7-tetrahydrothieno[2,3-c]pyridine-2-carbonitrile